(S) or (R)-N'-((8-cyano-1,2,3,5,6,7-hexahydro-s-indacen-4-yl)carbamoyl)-2-(2-hydroxypropan-2-yl)-4-(methoxymethyl)thiazole-5-sulfonimidamide C(#N)C=1C=2CCCC2C(=C2CCCC12)NC(=O)N=[S@@](=O)(N)C1=C(N=C(S1)C(C)(C)O)COC |o1:18|